3-[(({1-[4-(2-cyclopropoxyphenyl)pyridin-3-yl]cyclopropyl}amino)methyl)-4-methylphenyl]-N-(2-methanesulfonylethyl)-N-[(2S,3R,4R,5R)-2,3,4,5,6-pentahydroxyhexyl]hexanamide C1(CC1)OC1=C(C=CC=C1)C1=C(C=NC=C1)C1(CC1)NCC1=C(C=CC(=C1)C)C(CC(=O)N(C[C@@H]([C@H]([C@@H]([C@@H](CO)O)O)O)O)CCS(=O)(=O)C)CCC